NC1=CC=CC(=N1)S(=O)(=O)NC(=O)C=1C(=NC=C(C1)C1(CC1)C)OC1=C(C=C(C=C1C)C)C N-[(6-Amino-2-pyridyl)sulfonyl]-5-(1-methylcyclopropyl)-2-(2,4,6-trimethylphenoxy)pyridin-3-carboxamid